NCCOCCOCCOCCOCCOCCOCCOC/C=C/C(=O)N1C[C@@H](CCC1)N1N=C(C=2C1=NC=NC2N)C2=CC=C(C=C2)OC2=CC=CC=C2 (E)-4-[2-[2-[2-[2-[2-[2-(2-aminoethoxy)ethoxy]ethoxy]ethoxy]ethoxy]ethoxy]ethoxy]-1-[(3R)-3-[4-amino-3-(4-phenoxyphenyl)pyrazolo[3,4-d]pyrimidin-1-yl]-1-piperidyl]but-2-en-1-one